(S)-(2-(1-methyl-1H-pyrazol-3-yl)oxazol-5-yl)(4-(4-(trifluoromethyl)pyrazolo[1,5-a]pyridin-2-yl)-1,4,6,7-tetrahydro-5H-imidazo[4,5-c]pyridin-5-yl)methanone CN1N=C(C=C1)C=1OC(=CN1)C(=O)N1[C@@H](C2=C(CC1)NC=N2)C2=NN1C(C(=CC=C1)C(F)(F)F)=C2